NC=1C=C(C=CC1[N+](=O)[O-])CC(CO)O 3-(3-amino-4-nitrophenyl)propane-1,2-diol